6-Methyl-2-(2,2,2-trifluoroethoxy)pyrimidin-4-amine CC1=CC(=NC(=N1)OCC(F)(F)F)N